C1(CC1)C1=NC(=CC(=C1)C1=C(C=C(C#N)C=C1)C1=NN=CN1C)N1C(C2=C3C(C(=CC=C13)F)=CC(=C2)CNCC2(CCC2)O)=O 4-[2-cyclopropyl-6-[6-fluoro-4-[[(1-hydroxycyclobutyl)methylamino]methyl]-2-oxo-benzo[cd]indol-1(2H)-yl]-pyridin-4-yl]-3-(4-methyl-4H-1,2,4-triazol-3-yl)benzonitrile